C(=O)O.CN1CC(CC1)NC(=O)C1CCNCC1 N-(1-methylpyrrolidin-3-yl)piperidine-4-carboxamide formate